N,N',N''-tris-(6-isocyanatohexyl)-biuret N(=C=O)CCCCCCNC(=O)N(C(=O)NCCCCCCN=C=O)CCCCCCN=C=O